C1=CC=C(C=C1)COC(=O)[C@H](CCCCN)NC(=O)OCC2=CC=CC=C2.C1=CC=C(C=C1)S(=O)(=O)O Z-L-lysine benzyl ester benzenesulfonate